FC1(CNCCC1N1CC2(C1)CCN(CC2)C2=CC=CC=1N(C(N(C12)C)=O)C1C(NC(CC1)=O)=O)F 3-(4-(2-(3,3-difluoropiperidin-4-yl)-2,7-diazaspiro[3.5]nonan-7-yl)-3-methyl-2-oxo-2,3-dihydro-1H-benzo[d]imidazol-1-yl)piperidine-2,6-dione